(2R,3R,4S,5R)-4-[[3-(3,4-Difluoro-2-methoxy-phenyl)-4,5-dimethyl-tetrahydrofuran-2-carbonyl]amino]pyridin-2-carboxamid FC=1C(=C(C=CC1F)[C@@H]1[C@@H](O[C@@H]([C@H]1C)C)C(=O)NC1=CC(=NC=C1)C(=O)N)OC